FC1=C(C(=CC(=C1)C#CC1=CC=C(C=C1)N1CCCC1)C=NN1CCNCC1)O 2-fluoro-6-((piperazin-1-ylimino)methyl)-4-((4-(pyrrolidin-1-yl)phenyl)ethynyl)phenol